C(C)N1C[C@@H](CCC1)N1C=NC2=C1N=NC(=C2C)C2=C(C=C(C=C2)C(F)(F)F)O (R)-2-(7-(1-ethylpiperidin-3-yl)-4-methyl-7H-imidazo[4,5-c]pyridazin-3-yl)-5-(trifluoromethyl)phenol